C(C)(=O)NS(=O)(=O)C=1C=C2C(=C(C=NC2=CC1)S(=O)(=O)N1CCOCC1)NC1=C(C(=O)OC)C=CC=C1 methyl 2-[[6-(acetylsulfamoyl)-3-morpholinosulfonyl-4-quinolyl]amino]benzoate